N-(1-(2-chloro-6-methyl-3-morpholino-4-oxo-3,4-dihydroquinazolin-8-yl)ethylidene)-2-methylpropane-2-sulfinamide ClC1=NC2=C(C=C(C=C2C(N1N1CCOCC1)=O)C)C(C)=NS(=O)C(C)(C)C